1H-PYRROLO-[2,3-B]PYRIDINE-3-CARBOXAMIDE N1C=C(C=2C1=NC=CC2)C(=O)N